C(C1=CC=CC=C1)N1N=C(N=C1)C(=O)NC1C(N(C=2N(CC1)N=C(C2)CN2CC(CC2)(F)F)C)=O 1-benzyl-N-(2-((3,3-difluoropyrrolidin-1-yl)methyl)-4-methyl-5-oxo-5,6,7,8-tetrahydro-4H-pyrazolo[1,5-a][1,3]diazepin-6-yl)-1H-1,2,4-triazole-3-carboxamide